4-(4-amino-7-methyl-7H-pyrrolo[2,3-d]pyrimidin-5-yl)-2-fluorophenylazetidine-1-carboxylate NC=1C2=C(N=CN1)N(C=C2C2=CC(=C(C=C2)OC(=O)N2CCC2)F)C